NC=1N=C(SC1C(=O)C1=CC=CC=C1)NC=1C=NC(=CC1)OC {4-amino-2-[(6-methoxypyridin-3-yl)amino]-1,3-thiazol-5-yl}(phenyl)methanone